C1=COOC1C(=O)O Dioxacyclopentene-5-carboxylic acid